ClC1=CN(C=2C3=C(C=CC12)C=C(N3CC3CC3)C3=NC1=C(N3C)C(=CC(=C1)C(=O)OC)F)C(=O)OC(C)(C)C tert-butyl 6-chloro-1-(cyclopropylmethyl)-2-(7-fluoro-5-methoxycarbonyl-1-methyl-benzimidazol-2-yl)pyrrolo[3,2-g]indole-8-carboxylate